(4-iodo-2,6-dimethyl-3-pyridyl)carbamate IC1=C(C(=NC(=C1)C)C)NC([O-])=O